5-fluoro-N,N-diisopropyl-2-((5-(2-(2-methyl-6-(methylamino)hexan-3-yl)-2,6-diazaspiro[3.4]octan-6-yl)-1,2,4-triazin-6-yl)oxy)benzamide hydrochloride Cl.FC=1C=CC(=C(C(=O)N(C(C)C)C(C)C)C1)OC1=C(N=CN=N1)N1CC2(CN(C2)C(C(C)C)CCCNC)CC1